3-((4,4-bis(((Z)-oct-5-en-1-yl)oxy)butanoyl)oxy)-2-((((3-(diethylamino)propyl)carbamoyl)oxy)methyl)propyl (9Z,12Z)-octadeca-9,12-dienoate C(CCCCCCC\C=C/C\C=C/CCCCC)(=O)OCC(COC(CCC(OCCCC\C=C/CC)OCCCC\C=C/CC)=O)COC(NCCCN(CC)CC)=O